N-((1r,4r)-4-((3,3-dimethylbutan-2-yl)amino)cyclohexyl)-4-isopropyl-5-(8-methyl-[1,2,4]triazolo[1,5-a]pyridin-6-yl)-1H-pyrazole-3-carboxamide CC(C(C)NC1CCC(CC1)NC(=O)C1=NNC(=C1C(C)C)C=1C=C(C=2N(C1)N=CN2)C)(C)C